C(C)(CCCCCC)/C(=C(/C(=O)[O-])\C(C)CCCCCC)/C(=O)[O-].[Na+].BrC=1C=C2C(=CC(NC2=CC1)=C=O)C(=O)N1C(CN(CC1)C1=CC(=C(C=C1)Cl)Cl)C(=O)NCC1CCC1.[Na+] 1-(6-bromo-2-carbonyl-1,2-dihydroquinoline-4-carbonyl)-N-(cyclobutylmethyl)-4-(3,4-dichlorophenyl)piperazine-2-carboxamide sodium cis-di-sec-octyl-maleate